COC[C@@H]1CCC2=CC=3CCCC3C(=C12)NC(=O)N=[S@](=O)(N)C=1C=NN2C1OCC1(C2)CC1 (R)-N'-(((R)-3-(methoxymethyl)-1,2,3,5,6,7-hexahydro-s-indacen-4-yl)carbamoyl)-5'H,7'H-spiro[cyclopropane-1,6'-pyrazolo[5,1-b][1,3]oxazine]-3'-sulfonimidamide